2-chloro-4-((2S,5R)-4-(6-(2-(4-(4-(2,4-dioxotetrahydropyrimidin-1(2H)-yl)-1H-pyrazolo[3,4-c]pyridin-1-yl)piperidin-1-yl)ethoxy)nicotinoyl)-2,5-dimethylpiperazin-1-yl)benzonitrile ClC1=C(C#N)C=CC(=C1)N1[C@H](CN([C@@H](C1)C)C(C1=CN=C(C=C1)OCCN1CCC(CC1)N1N=CC=2C1=CN=CC2N2C(NC(CC2)=O)=O)=O)C